C1(=CCCC1)C(=O)O CYCLOPENTENYLCARBOXYLIC ACID